3-iodo-2-propynylphenylcarbamate IC=1C(=C(C=CC1)NC([O-])=O)C#CC